FC1=CC=C(C=2C3=C(NC12)C[C@H](N(C3)C(=O)C3=NNC(=C3)C(F)(F)F)C)C |r| rac-(6-fluoro-3,9-dimethyl-1,3,4,5-tetrahydropyrido[4,3-b]indol-2-yl)-[5-(trifluoromethyl)-1H-pyrazol-3-yl]methanone